N-((1r,3r)-3-((5-(1-(2,2-difluoroethyl)-2-methyl-1H-imidazo[4,5-b]pyridin-6-yl)-7H-pyrrolo[2,3-d]pyrimidin-2-yl)amino)-1-methylcyclobutyl)propionamide FC(CN1C(=NC2=NC=C(C=C21)C2=CNC=1N=C(N=CC12)NC1CC(C1)(C)NC(CC)=O)C)F